C1NCC12CN(CC2)C=2C=CC=1C(=NC(=CN1)NCC1=CC=C3C=CNC3=C1)N2 6-{2,6-diazaspiro[3.4]octan-6-yl}-N-(1H-indol-6-ylmethyl)pyrido[2,3-b]pyrazin-3-amine